(2R)-N-(5-cyclopropyl-1,3,4-oxadiazol-2-yl)-1-[(3-methyl-2-pyridyl)methyl]piperidine-2-carboxamide C1(CC1)C1=NN=C(O1)NC(=O)[C@@H]1N(CCCC1)CC1=NC=CC=C1C